N1C(=CC=C1)C#N 1H-pyrrole-2-carbonitrile